C(#N)[C@H](C[C@@H]1C(NCCC1)=O)NC(=O)[C@@H]1N([C@H]2CC([C@@H]1CC2)(F)F)C([C@H](C)NC2=C(C=CC(=C2)F)F)=O (1R,3R,4R)-N-[(1S)-1-cyano-2-[(3R)-2-oxo-3-piperidyl]ethyl]-2-[(2S)-2-(2,5-difluoroanilino)propanoyl]-5,5-difluoro-2-azabicyclo[2.2.2]octane-3-carboxamide